O1CC(=CC1)C1=CC=C2CCN(C2=C1)C(=O)OC(C)(C)C tert-butyl 6-(2,5-dihydrofuran-3-yl)indoline-1-carboxylate